1,6-diaza-1H-indene-5-carbaldehyde N1C=CC2=CC(=NC=C12)C=O